3-(3-Amino-8-chlorocinnoline-6-yl)isonicotinonitrile NC=1N=NC2=C(C=C(C=C2C1)C1=C(C#N)C=CN=C1)Cl